C(C)(C)(C)C(N(C(O)=O)[C@H]1[C@@H](CC=CC1)N(C(O)=O)C)C(C)(C)C.ONC(=O)C=1C=NC(=NC1)NC1COC2=C1C=CC(=C2)Cl N-hydroxy-2-((6-chloro-2,3-dihydrobenzofuran-3-yl)amino)pyrimidine-5-carboxamide di-tert-butyl-((trans)-cyclohex-4-ene-1,2-diyl)bis(methylcarbamate)